hydroxyazosulfonic acid ON=NS(=O)(=O)O